N-((1-(Cyclohexylmethyl)pyrrolidin-3-yl)methyl)-4-(3-(4-Methoxyphenyl)-1,2,4-oxadiazol-5-yl)piperazin-1-carboxamid C1(CCCCC1)CN1CC(CC1)CNC(=O)N1CCN(CC1)C1=NC(=NO1)C1=CC=C(C=C1)OC